1-({2-[(4-{4-chloro-3-[(4-chloro-2-fluorophenyl)methoxy]phenyl}piperazin-1-yl)methyl]-5-[5-(trifluoromethyl)-4H-1,2,4-triazol-3-yl]pyridin-3-yl}methyl)cyclopropane-1-carbonitrile ClC1=C(C=C(C=C1)N1CCN(CC1)CC1=NC=C(C=C1CC1(CC1)C#N)C1=NN=C(N1)C(F)(F)F)OCC1=C(C=C(C=C1)Cl)F